ClC1=NC=C(C(=N1)C1=C(N(C2=CC=CC=C2C1=O)C(C)C)CO)F (2-chloro-5-fluoropyrimidin-4-yl)-2-(hydroxymethyl)-1-isopropylquinolin-4(1H)-one